(3-trifluoromethyl-phenyl)propionic acid FC(C=1C=C(C=CC1)C(C(=O)O)C)(F)F